dihydroquinazolin-4(3H)-one N1CNC(C2=CC=CC=C12)=O